FC1=C(C=CC=C1CN1C(NCC1)=O)CN1C(OC2=C(C1)C=CC(=C2)O)=O 3-({2-fluoro-3-[(2-oxo-1-imidazolidinyl)methyl]phenyl}methyl)-7-hydroxy-3,4-dihydro-2H-1,3-benzoxazin-2-one